1-(9Z,12Z-octadecadienoyl)-2-(13Z,16Z-docosadienoyl)-glycero-3-phospho-(1'-sn-glycerol) CCCCC/C=C\C/C=C\CCCCCCCCCCCC(=O)O[C@H](COC(=O)CCCCCCC/C=C\C/C=C\CCCCC)COP(=O)(O)OC[C@H](CO)O